ClC1=NC=C(C(=N1)NCC1=C(C=C(C=C1)C(F)(F)F)F)C(=O)N 2-chloro-4-[(2-fluoro-4-(trifluoromethyl)benzyl)amino]pyrimidin-5-carboxamide